ClC1=CC=C(C=C1)C1=CC=C(C=C1)OCCCCCSC=1N(C(/C(/N1)=C/C1=CC=C(C=C1)OC)=O)C1=CC=NC=C1 (Z)-2-(5-(4'-chlorobiphenyl-4-oxy)pentylthio)-4-(4-methoxyphenylmethylene)-1-(pyridin-4-yl)-1H-imidazol-5(4H)-one